(3-(3-(N-(tert-butoxycarbonyl)sulfamoyl) tert-butyl phenyl)imidazo[1,2-a]pyridin-6-yl)carbamate C(C)(C)(C)OC(=O)NS(=O)(=O)C=1C(=C(C=CC1)C1=CN=C2N1C=C(C=C2)NC([O-])=O)C(C)(C)C